but-1,3-dien-1-ylcyclobutanecarboxylate C(=CC=C)OC(=O)C1CCC1